[Br-].C(C1=CC=CC=C1)[N+]1=C(C=C(C(=C1)OC)CC)C1=CC=CC=C1 1-benzyl-4-ethyl-5-methoxy-2-phenylpyridin-1-ium bromide